ethyl 5-amino-1-(3-chloro-5-nitropyridin-2-yl)-1H-pyrazole-4-carboxylate NC1=C(C=NN1C1=NC=C(C=C1Cl)[N+](=O)[O-])C(=O)OCC